9-(2-methoxyphenyl)-8-oxo-2-(3-(trifluoromethoxy)phenyl)-8,9-dihydro-7H-purine COC1=C(C=CC=C1)N1C2=NC(=NC=C2NC1=O)C1=CC(=CC=C1)OC(F)(F)F